C(C)(C)(C)OC(=O)N[C@@H](CC=1OC2=C(N1)C(=CC=C2)C=2C=NN(C2)C(=O)OC(C)(C)C)C(=O)NC2(CC2)C#N tert-butyl (S)-4-(2-(2-((tert-butoxycarbonyl)amino)-3-((1-cyanocyclopropyl)amino)-3-oxopropyl)benzo[d]oxazol-4-yl)-1H-pyrazole-1-carboxylate